(2-fluorophenyl)-4-(methylsulfanyl)pyridin-3-amine FC1=C(C=CC=C1)C1=NC=CC(=C1N)SC